3-N,N-Diethylaminophenol CCN(CC)C1=CC(=CC=C1)O